[1,3-bis(2,6-bis(3-pentyl)phenyl)imidazol-2-ylidene](3-Chloropyridyl)palladium (II) dichloride CCC(CC)C1=C(C(=CC=C1)C(CC)CC)N1C(N(C=C1)C1=C(C=CC=C1C(CC)CC)C(CC)CC)=[Pd-3](C1=NC=CC=C1Cl)(Cl)Cl